di(2,2,2-trifluoroethyl) ether FC(COCC(F)(F)F)(F)F